2-fluoro-N-(4-methyl-3-(2-(methylamino)-8,9-dihydroimidazo[1',2':1,6]pyrido[2,3-d]pyrimidin-6-yl)phenyl)benzenesulfonamide FC1=C(C=CC=C1)S(=O)(=O)NC1=CC(=C(C=C1)C)C1=CC2=C(N=C(N=C2)NC)N2C1=NCC2